4-(trifluoromethyl)-6-(2-(trimethylsilyl)ethoxy)nicotinic acid FC(C1=CC(=NC=C1C(=O)O)OCC[Si](C)(C)C)(F)F